FC1(C(C1)C(=O)N1CC2=NC(=C(C=C2C1)C)N1CCC(CC1)OC=1C=NC(=CC1)OC)F (2,2-difluorocyclopropyl)(2-(4-((6-methoxypyridin-3-yl)oxy)piperidin-1-yl)-3-methyl-5,7-dihydro-6H-pyrrolo[3,4-b]pyridin-6-yl)methanone